2,3,7-trichloro-8-methyl-quinoline ClC1=NC2=C(C(=CC=C2C=C1Cl)Cl)C